(R)-(+)-trans-(4-pyridyl)-4-(1-aminoethyl)cyclohexanecarboxamide dihydrochloride monohydrate O.Cl.Cl.N1=CC=C(C=C1)C1(CCC(CC1)[C@@H](C)N)C(=O)N